2-(4-(2-(((3R,4S)-3-Fluoro-1-(methylsulfonyl)piperidin-4-yl)amino)-5-(trifluoromethyl)pyrimidin-4-yl)-1H-imidazol-1-yl)benzonitrile F[C@@H]1CN(CC[C@@H]1NC1=NC=C(C(=N1)C=1N=CN(C1)C1=C(C#N)C=CC=C1)C(F)(F)F)S(=O)(=O)C